O-((2R,3R,4S,5R)-4-(benzyloxy)-5-((benzyloxy)methyl)-5-cyano-2-(5-fluoro-2,4-dioxo-3,4-dihydropyrimidin-1(2H)-yl)tetrahydrofuran-3-yl) O-phenyl carbonothioate C(O[C@H]1[C@@H](O[C@]([C@H]1OCC1=CC=CC=C1)(C#N)COCC1=CC=CC=C1)N1C(NC(C(=C1)F)=O)=O)(OC1=CC=CC=C1)=S